CC1(N=C(C2=CC=CC=C2C1)C=1C=NC2=CC=CC=C2C1)CC(F)(F)F 3-[3-methyl-3-(2,2,2-trifluoroethyl)-3,4-dihydroisoquinolinyl]quinoline